2-hydroperoxy-2-((2-hydroperoxybutan-2-yl)peroxy)butane O(O)C(C)(CC)OOC(C)(CC)OO